C(C)(C)(C)OC(=O)N1CCN(CC1)C1=CC=C(C2=C1N=NN2C)C(=O)OC methyl 7-[4-(tert-butoxy carbonyl) piperazin-1-yl]-3-methyl-1,2,3-benzotriazole-4-carboxylate